methyl 4-fluoro-2-methoxy-5-[[(1S)-1-(2-pyrimidin-2-yl-1,2,4-triazol-3-yl)ethyl]carbamoylamino]benzoate FC1=CC(=C(C(=O)OC)C=C1NC(N[C@@H](C)C=1N(N=CN1)C1=NC=CC=N1)=O)OC